1,2-Bis(10,12-tricosadiynoyl)-sn-glycero-3-phosphoethanolamine C(CCCCCCCCC#CC#CCCCCCCCCCC)(=O)OC[C@@H](OC(CCCCCCCCC#CC#CCCCCCCCCCC)=O)COP(=O)(O)OCCN